FC(C1=C(N=NC(=C1)NC1CC(C1)(C)O)C1=C(C=C(C=C1)C#C)O)F 2-(4-difluoromethyl-6-(((cis)-3-hydroxy-3-methylcyclobutyl)amino)pyridazin-3-yl)-5-ethynylphenol